CN1C(=NC=C1C=1C=C2C=C(N=CC2=CC1)NC(C(C)N1CCCCC1)=O)C N-(6-(1,2-dimethyl-1H-imidazol-5-yl)isoquinolin-3-yl)-2-(piperidin-1-yl)propanamide